2,6-bis(trimethylsiloxy)benzoic acid C[Si](OC1=C(C(=O)O)C(=CC=C1)O[Si](C)(C)C)(C)C